(S)-1-bromo-4-fluoro-2-(1-phenylethyl)benzene 1-{3-[4-(Octyloxy)phenyl]propanoyl}azetidin-3-yl-dihydrogenphosphate ammonium salt [NH4+].C(CCCCCCC)OC1=CC=C(C=C1)CCC(=O)N1CC(C1)OP(=O)(O)O.BrC1=C(C=C(C=C1)F)[C@@H](C)C1=CC=CC=C1